(2S)-2-[(6-{[3-({(2S,3R)-3-[(ethanesulfonyl)amino]-4,4-difluoropyrrolidin-2-yl}methyl)-2-fluorophenyl]methyl}-5-methylpyridin-2-yl)oxy]propanoic acid dihydrochloride Cl.Cl.C(C)S(=O)(=O)N[C@@H]1[C@@H](NCC1(F)F)CC=1C(=C(C=CC1)CC1=C(C=CC(=N1)O[C@H](C(=O)O)C)C)F